C(C)OC(=O)C=1C=NN(C1OC1=C(C=C(C=C1)C)F)C1CCOCC1 5-(2-fluoro-4-methylphenoxy)-1-(oxacyclohex-4-yl)pyrazole-4-carboxylic acid ethyl ester